rac-4'-chloro-5-fluoro-N-{[4-(5-methyl-1,3-thiazol-4-yl)-2,5-dioxoimidazolidin-4-yl]methyl}[biphenyl]-2-carboxamide ClC1=CC=C(C=C1)C=1C(=CC=C(C1)F)C(=O)NC[C@@]1(NC(NC1=O)=O)C=1N=CSC1C |r|